tert-butyl (4S)-4-(5-(((1R,2S)-2-((2-oxaspiro[3.3]heptan-5-yl) amino) cyclohexyl) methyl)-1-oxoisoindolin-2-yl)-5-amino-5-oxopentanoate C1OCC12C(CC2)N[C@@H]2[C@H](CCCC2)CC=2C=C1CN(C(C1=CC2)=O)[C@@H](CCC(=O)OC(C)(C)C)C(=O)N